(S)-(4-(((2-Amino-4,5,6,7-tetrahydrobenzo[d]thiazol-6-yl)(propyl)amino)methyl)piperidin-1-yl)(cyclohexyl)methanone NC=1SC2=C(N1)CC[C@@H](C2)N(CCC)CC2CCN(CC2)C(=O)C2CCCCC2